3-[1-(2,6-dioxopiperidin-3-yl)-3-methyl-2-oxo-2,3-dihydro-1H-1,3-benzodiazol-5-yl]propanoic acid O=C1NC(CCC1N1C(N(C2=C1C=CC(=C2)CCC(=O)O)C)=O)=O